FC1=CC2=C(C(OCC3=C2C=CC=C3)=O)C=C1 2-fluorodibenzo[c,e]oxepin-5(7H)-one